NC1=CC=C(C=C1)NC(CN1CCCCC1)=O N-(4-aminophenyl)-2-(piperidin-1-yl)acetamide